NC1=C(C=C(C=C1)[N+](=O)[O-])C=1C(N(C2=CC=CC=C2N1)C)=O 3-(2-amino-5-nitrophenyl)-1-(methyl)-2(1H)-quinoxalinone